N-(3,4-difluorophenyl)-N-(3-((S)-3-hydroxypyrrolidin-1-yl)propyl)-2-(6-methyl-4-(trifluoromethyl)pyridin-2-yl)-5-oxopyrazolidine-3-carboxamide FC=1C=C(C=CC1F)N(C(=O)C1N(NC(C1)=O)C1=NC(=CC(=C1)C(F)(F)F)C)CCCN1C[C@H](CC1)O